acetyl-para-cumylphenol C(C)(=O)C1=C(C=CC(=C1)C(C)(C)C1=CC=CC=C1)O